4-(trifluoromethyl)-benzylsulfinic acid methyl ester COS(=O)CC1=CC=C(C=C1)C(F)(F)F